S1C(=CC=C1)CCC(=O)N 3-(thiophen-2-yl)propanamide